methyl 2-(2-acetamido-4-(2-aminophenyl)-4-oxobutanamido)-4-(2-aminophenyl)-4-oxobutanoate Methyl-acetyltryptophyltryptophanate CN([C@@H](CC1=CNC2=CC=CC=C12)C(=O)N[C@@H](CC1=CNC2=CC=CC=C12)C(=O)O)C(C)=O.C(C)(=O)NC(C(=O)NC(C(=O)OC)CC(=O)C1=C(C=CC=C1)N)CC(=O)C1=C(C=CC=C1)N